N1=C(C(=CC=C1)C=1C=C2C(=NC=NC2=CC1)[NH3+])C1=NC=CC=C1 6-([2,2'-bipyridin]-3-yl)quinazolin-4-aminium